FC1=C(C(=CC=C1)C)N1N=C2C(=CC1=O)NN=C2C2=CC=C1CCN(CC1=C2)C 5-(2-fluoro-6-methylphenyl)-3-(2-methyl-1,2,3,4-tetrahydroisoquinolin-7-yl)-1H-pyrazolo[4,3-c]pyridazin-6(5H)-one